OCN1C(N(CC1)CO)=O 1,3-bis(hydroxymethyl)-2-imidazolidinone